C(C)(C)(C)OC(=O)N1[C@@H]2[C@](CC1)(COCC2)C(=O)O |o1:8,9| rel-trans-(3aR,7aS)-1-(tert-butoxycarbonyl)hexahydropyrano[4,3-b]pyrrole-3a(4H)-carboxylic acid